C(C)(C)(C)C1=C(C=C(C(=C1)C(C)(C)C)O)O 4,6-di-tert-butyl-1,3-dihydroxybenzene